CC1(N)CC(=CC=C1)C Meta-dimethylaniline